ClC1=C(C2=C(CCO2)C=C1NC1=NC(=CC(=N1)C)NC)C=1C[C@H](CNCC1)O |o1:22| rel-(3R)-5-[6-chloro-5-[[4-methyl-6-(methylamino)pyrimidin-2-yl]amino]-2,3-dihydrobenzofuran-7-yl]-2,3,4,7-tetrahydro-1H-azepin-3-ol